C(CCC)C(C(C(O)(O)C)(C)CCCC)CCCCCCC dibutyl-dimethyl-decanediol